N-(6-METHOXY-1-METHYL-1H-INDAZOL-7-YL)-6-(3-(TRIFLUOROMETHYL)-1H-1,2,4-TRIAZOL-5-YL)PYRIDINE-3-SULFONAMIDE COC1=CC=C2C=NN(C2=C1NS(=O)(=O)C=1C=NC(=CC1)C1=NC(=NN1)C(F)(F)F)C